N1C=CC=CC2=C1C=CC=C2 5-benzazepine